C1(=CC=CC2=CC=CC=C12)C(=O)C(C(=O)OC)CC methyl naphthoylbutyrate